[4-[4-[2,3-difluoro-4-(trifluoromethyl)phenyl]-3-fluorophenyl]cyclohex-3-en-1-yl]-5-propyl-1,3-dioxane FC1=C(C=CC(=C1F)C(F)(F)F)C1=C(C=C(C=C1)C1=CCC(CC1)C1OCC(CO1)CCC)F